[N-](S(=O)(=O)C(F)(F)F)S(=O)(=O)C(F)(F)F.C(CCC)=C1[NH+](CCC1)C 1-butylyl-1-methylpyrrolidinium bis(trifluoromethanesulfonyl)imide